ClC(CC1=CC=CC=C1)CCCC 2-chlorohexyl-benzene